cerium-bismuth-molybdenum [Mo].[Bi].[Ce]